CC1=CC=C(C=C1)S(=O)(=O)OC(=C(F)F)[Sn](CCCC)(CCCC)CCCC 2,2-difluoro-1-(tributylstannyl)vinyl 4-methylbenzenesulfonate